1,1-dimethylpropynylamine CC(C#C)(C)N